ClC=1C=C(CNF)C=CC1 m-chlorobenzylamino-fluoran